(2S)-2-((((3'-chloro-4'-fluoro-[1,1'-biphenyl]-2-yl)carbamoyl)oxy)methyl)-1-(2-ethoxy-2-oxoethyl)-1-methylpyrrolidin-1-ium bromide [Br-].ClC=1C=C(C=CC1F)C1=C(C=CC=C1)NC(=O)OC[C@H]1[N+](CCC1)(C)CC(=O)OCC